BrC1=C(CNCCO)C=C(C=C1)OC 2-((2-bromo-5-methoxybenzyl)amino)ethan-1-ol